CC1(CCN(CC1)CC1=NC=NC(=C1)C1=CC=C(C=C1)C(C)C)C 4-((4,4-dimethylpiperidin-1-yl)methyl)-6-(4-isopropylphenyl)pyrimidine